O=C1NC(CCC1N1C(C2=CC=C(C=C2C1=O)C=C)=O)=O 2-(2,6-dioxopiperidin-3-yl)-5-ethenylisoindole-1,3-dione